ClC1=C(C=C(C=C1)F)C1=CC=C(N=N1)NC[C@@H]1CC12CCN(CC2)CC2=NC=CC=C2 6-(2-chloro-5-fluoro-phenyl)-N-[[(2R)-6-(2-pyridylmethyl)-6-azaspiro[2.5]octan-2-yl]methyl]pyridazin-3-amine